Strontium laurat C(CCCCCCCCCCC)(=O)[O-].[Sr+2].C(CCCCCCCCCCC)(=O)[O-]